FC(N1C=C(C2=CC(=CC=C12)Br)S(=O)(=O)C1=CC(=C(C=C1)OC)N1CCNCC1)F 1-(difluoromethyl)-5-bromo-3-((4-methoxy-3-(piperazin-1-yl)phenyl)sulfonyl)-1H-indole